(R or S)-1-(4-((((5-amino-9-fluoro-7-methoxy-[1,2,4]triazolo[1,5-c]quinazolin-2-yl)methyl)amino)methyl)phenyl)-2,2,2-trifluoroethan-1-ol NC1=NC=2C(=CC(=CC2C=2N1N=C(N2)CNCC2=CC=C(C=C2)[C@H](C(F)(F)F)O)F)OC |o1:23|